N1CC(C1)CNC1=NC=C(C=N1)C=1C=CC=2N(C1)C(=C(N2)CC)N(C=2SC(=C(N2)C2=CC=C(C=C2)F)C#N)C 2-((6-(2-((azetidin-3-ylmethyl)amino)pyrimidin-5-yl)-2-ethylimidazo[1,2-a]pyridin-3-yl)(methyl)amino)-4-(4-fluorophenyl)thiazole-5-carbonitrile